N(=C=O)C1=C(C(=CC=C1)OC)OC 1-isocyanato-2,3-dimethoxybenzene